N-(beta-aminoethyl)-gamma-aminopropyldimethoxysilane NCCNCCC[SiH](OC)OC